Diethyl(4-(6-(1'-isopropyl-[1,4'-bipiperidin]-4-yl)-1,4-dimethyl-1H-benzo[d]imidazol-2-yl)phenyl)phosphonate C(C)OP(OCC)(=O)C1=CC=C(C=C1)C1=NC2=C(N1C)C=C(C=C2C)C2CCN(CC2)C2CCN(CC2)C(C)C